BrC=1C=C2C(=C(N=NC2=CC1)C)NN 6-bromo-4-hydrazinyl-3-methylcinnoline